FC(C1=CC=C(CNC(N)=O)C=C1)(F)F 3-(4-trifluoromethyl-benzyl)-urea